CN1CCC1 1-methyl-azetidine